CN(CCC1=CNC=2C(=CC=C(C12)O)C(C)C)C 3-[2-(dimethylamino)ethyl]-7-isopropylindol-4-ol